O=C1NC(CCC1N1C(C2=CC(=C(C=C2C1=O)N1CCCCC1)F)=O)=O 1-[2-(2,6-dioxopiperidin-3-yl)-6-fluoro-1,3-dioxo-2,3-dihydro-1H-isoindol-5-yl]-piperidine